(S)-3-methyl-3-(3-(3-((4-(trifluoromethyl)phenyl)amino)pyridin-2-yl)-1H-pyrazol-5-yl)pyrrolidin-2-one C[C@@]1(C(NCC1)=O)C1=CC(=NN1)C1=NC=CC=C1NC1=CC=C(C=C1)C(F)(F)F